1-((4-ethoxy-4-oxobutyl) amino) cyclopropane-1-carboxylate C1(CC1)C(=O)ONCCCC(=O)OCC